ClC1=CN=C(C=N1)OC 6-chloro-3-methoxypyrazin